(1S,3S)-N1-(5-(2,6-Difluorophenyl)pyridin-2-yl)-N3-(3H-imidazo[4,5-b]pyridin-2-yl)cyclopentane-1,3-diamine FC1=C(C(=CC=C1)F)C=1C=CC(=NC1)N[C@@H]1C[C@H](CC1)NC1=NC=2C(=NC=CC2)N1